CC1=CC=C(C=C1)SC1(N([C@H]2[C@H](O)[C@H](O)[C@@H](CO)O2)C=2N=C3N(C(C2N1)=O)C=CN3)C3=CC=CC=C3 8-(4-Methylphenylthio)-8-phenyl-1,N2-ethenoguanosine